(R)-2-(3-fluoro-5-((4-methyl-4H-1,2,4-triazol-3-yl)(oxetan-3-yl)methyl)phenyl)-6-(((1-methylcyclobutyl)amino)methyl)-4-(trifluoromethyl)isoindolin-1-one FC=1C=C(C=C(C1)[C@@H](C1COC1)C1=NN=CN1C)N1C(C2=CC(=CC(=C2C1)C(F)(F)F)CNC1(CCC1)C)=O